C1(CC1)N1C(C2(C3=C(C=CC=C13)F)CC2)=O 1'-cyclopropyl-4'-fluorospiro[cyclopropane-1,3'-dihydroindole]-2'-one